ClC1=CC=C(CNC(NCCCCCC(=O)N(C2=C(C=CC=C2)C)C)=O)C=C1 6-(3-(4-chlorobenzyl)ureido)-N-methyl-N-(o-tolyl)hexanamide